(2-(4-((2-((tert-butoxycarbonyl)amino)ethyl)carbamoyl)piperidin-1-yl)thiazole-4-carbonyl)-O-(tert-butyldimethylsilyl)-Z-serinate C(C)(C)(C)OC(=O)NCCNC(=O)C1CCN(CC1)C=1SC=C(N1)C(=O)OC([C@@H](N)CO[Si](C)(C)C(C)(C)C)=O